2-(dimethylamino)-1-(3-(2-(dimethylamino)ethyl)-5-methoxy-1H-indol-1-yl)ethan-1-one CN(CC(=O)N1C=C(C2=CC(=CC=C12)OC)CCN(C)C)C